butyl 2-(((4-nitrophenoxy)carbonyl)oxy)hexanedioate [N+](=O)([O-])C1=CC=C(OC(=O)OC(C(=O)OCCCC)CCCC(=O)[O-])C=C1